1,1-Difluoropropene FC(=CC)F